6-(3-cyclopropylphenoxy)-N-[2-(2,4-dichlorophenyl)-2-fluoro-ethyl]-[1,2,4]triazolo[1,5-a]pyrimidine-7-carboxamide C1(CC1)C=1C=C(OC=2C=NC=3N(C2C(=O)NCC(F)C2=C(C=C(C=C2)Cl)Cl)N=CN3)C=CC1